C1=CC(=C(C=C1/C=C/C(=O)O)O)[O-] The molecule is the conjugate base of trans-caffeic acid; major species at pH 7.3. It has a role as a human metabolite. It is a conjugate base of a trans-caffeic acid.